2-(diethylamino)-N-methylacetamide C(C)N(CC(=O)NC)CC